methyl-phenethyl-dimethoxysilane C[Si](OC)(OC)CCC1=CC=CC=C1